(2S)-2-cyclohexyl-N-[4-(3,5-dimethyl-1H-pyrazol-4-yl)phenyl]-2-[[4-hydroxybutyl(methyl)carbamoyl]amino]acetamide C1(CCCCC1)[C@@H](C(=O)NC1=CC=C(C=C1)C=1C(=NNC1C)C)NC(N(C)CCCCO)=O